2-(3-fluorophenoxy)-N-[3-[5-[3-cis-(trifluoromethoxy)cyclobutyl]-1,3,4-oxadiazol-2-yl]-1-bicyclo[1.1.1]pentanyl]acetamide FC=1C=C(OCC(=O)NC23CC(C2)(C3)C=3OC(=NN3)C3(CCC3)OC(F)(F)F)C=CC1